N1C=C(C2=CC=CC=C12)C1=NC(=NC=C1C(F)(F)F)N[C@H]1CC(CN(C1)C(=O)OCC1=CC=CC=C1)(C)C benzyl (5S)-5-[[4-(1H-indol-3-yl)-5-(trifluoromethyl)pyrimidin-2-yl] amino]-3,3-dimethyl-piperidine-1-carboxylate